6-(1-(8-(Cyclopropylmethyl)-8-azabicyclo[3.2.1]octan-3-yl)piperidin-4-yl)-2-(3,4-dimethoxyphenyl)-1,4-dimethyl-1H-benzo[d]imidazol C1(CC1)CN1C2CC(CC1CC2)N2CCC(CC2)C=2C=C(C1=C(N(C(=N1)C1=CC(=C(C=C1)OC)OC)C)C2)C